6-bromo-N,N-dioctyl-caproamide BrCCCCCC(=O)N(CCCCCCCC)CCCCCCCC